C(C)(C)(C)N1C[C@H]([C@H](C1)C)OC=1C=NN(C1C1=CC=2N(C=C1)N=C(C2)NC(=O)C2CC2)C tert-butyl-(3S,4S)-3-((5-(2-(cyclopropanecarboxamido)pyrazolo[1,5-a]pyridin-5-yl)-1-methyl-1H-pyrazol-4-yl)oxy)-4-methylpyrrolidine